C1(CC1)CCCCNC(=O)N1C(=NC2=C1C=C(C=C2)N2CCOCC2)OC N-(4-Cyclopropylbutyl)-2-methoxy-6-morpholino-1H-benzo[d]imidazole-1-carboxamide